O1CCC(CC1)CN1C[C@@H]2[C@H](C1)CC(C2)NC2=C1C(=C(N=N2)C2=C(C=CC=C2)C)SC=C1 N-((3aR,5s,6aS)-2-((tetrahydro-2H-pyran-4-yl)methyl)octahydrocyclopenta[c]pyrrol-5-yl)-7-(o-tolyl)thieno[2,3-d]pyridazin-4-amine